CC(C)(C)[S@@](=O)N[C@H](C)C1=CC(=CC=C1)C(F)(F)F (R)-2-methyl-N-((R)-1-(3-(trifluoromethyl)phenyl)ethyl)propane-2-sulfinamide